CC1=NC(=CC(=C1)C=1NC2=CC=C(C=C2C1C(C)C)C1CCN(CC1)CC(=O)N1CC(CCC1)F)C 2-(4-(2-(2,6-dimethylpyridin-4-yl)-3-isopropyl-1H-indol-5-yl)piperidin-1-yl)-1-(3-fluoropiperidin-1-yl)ethan-1-one